2,6,6-trimethylcyclohept-2-en-1-one CC=1C(CC(CCC1)(C)C)=O